N1C=NC(=C1)COC1=C(C=CC=C1)C=1C=NC=C(C1OC)F 3-(2-((1H-imidazol-4-yl)methoxy)phenyl)-5-fluoro-4-methoxypyridine